C(C)(C)(C)OC(=O)N(C1=CC(=NC(=C1)C)NC1=C(C(=C2C(=N1)C(CCO2)O)C=2CCCN(CC2)C(=O)OC(C)(C)C)F)C tert-butyl 5-[6-[[4-[tert-butoxycarbonyl(methyl)amino]-6-methyl-2-pyridyl]amino]-7-fluoro-4-hydroxy-3,4-dihydro-2H-pyrano[3,2-b]pyridin-8-yl]-2,3,4,7-tetrahydroazepine-1-carboxylate